CN1N=C(C2=CC=C(C=C12)CN1CCC(CC1)N1C(C2=CC=CC=C2C1)=O)C1=C(C=CC=C1)C 2-(1-((1-methyl-3-(o-tolyl)-1H-indazol-6-yl)methyl)piperidin-4-yl)isoindolin-1-one